(6-cyclopropyl-5-phenyl-5H-pyrrolo[2,3-b]pyrazin-7-yl)(3-((o-tolyloxy)methyl)piperidin-1-yl)methanone C1(CC1)C1=C(C=2C(=NC=CN2)N1C1=CC=CC=C1)C(=O)N1CC(CCC1)COC1=C(C=CC=C1)C